5-(5-(3-(4-hydroxybenzyl)-1H-pyrrol-1-yl)-6-methylpyridazin-3-yl)pyrimidine-2,4(1H,3H)-dione OC1=CC=C(CC2=CN(C=C2)C=2C=C(N=NC2C)C=2C(NC(NC2)=O)=O)C=C1